BrC=1C(=CC=2N=CN=C(C2N1)NC1=C(C(=CC=C1)Cl)F)OC 6-bromo-N-(3-chloro-2-fluorophenyl)-7-methoxypyrido[3,2-d]pyrimidin-4-amine